4-bromomethylbenzyl-triphenyl-phosphonium bromide [Br-].BrCC1=CC=C(C[P+](C2=CC=CC=C2)(C2=CC=CC=C2)C2=CC=CC=C2)C=C1